15-((2-(2-azidoethoxy)ethoxy)methyl)-15-methyl-2,4,7,10,13,17-hexaoxanonadecan-19-oic acid N(=[N+]=[N-])CCOCCOCC(COCCOCCOCCOCOC)(COCC(=O)O)C